N-[(6S)-2-[(3R,4S)-3-amino-4-(difluoromethyl)pyrrolidin-1-yl]-5,6,7,8-tetrahydroquinolin-6-yl]-1-ethyl-1H-pyrrolo[2,3-b]pyridine-5-carboxamide N[C@H]1CN(C[C@@H]1C(F)F)C1=NC=2CC[C@@H](CC2C=C1)NC(=O)C=1C=C2C(=NC1)N(C=C2)CC